O=C1N(C(C2=CC(=CC=C12)C#CC1=CC=CC=C1)=O)[C@@H](C(=O)O)CC1=CNC2=CC=CC=C12 (R)-2-(1,3-Dioxo-5-phenylethynyl-1,3-dihydro-isoindol-2-yl)-3-(1H-indol-3-yl)-propionic acid